(2S,3S,4R,5R)-5-(6-((6-chloropyridin-2-yl)methylamino)-2-(5-chloropyridin-3-yl)-9H-purin-9-yl)-3,4-dihydroxyl-N-(methyl-d3)-tetrahydrofuran-2-carboxamide ClC1=CC=CC(=N1)CNC1=C2N=CN(C2=NC(=N1)C=1C=NC=C(C1)Cl)[C@H]1[C@@H]([C@@H]([C@H](O1)C(=O)NC([2H])([2H])[2H])O)O